ClC=1C(=C(C=CC1)NC(=O)NCC=1C=C2CN(C(C2=CC1)=O)C1C(NC(CC1)=O)=O)O 1-(3-chloro-2-hydroxy-phenyl)-3-[[2-(2,6-dioxo-3-piperidyl)-1-oxo-isoindolin-5-yl]methyl]urea